21-chloro-17α-hydroxy-pregna-4,9(11)-diene-3,20-dione ClCC([C@]1(CC[C@H]2[C@@H]3CCC4=CC(CC[C@]4(C)C3=CC[C@]12C)=O)O)=O